2-[6-chloro-7-(2,3,4,7-tetrahydro-1H-azepin-5-yl)-1,3-benzodioxol-5-yl]-N4,6-dimethyl-pyrimidine-2,4-diamine ClC=1C(=CC2=C(OCO2)C1C=1CCCNCC1)C1(NC(=CC(=N1)NC)C)N